ClCC1=CSC=2N1CCC1=C(N2)C=CC=C1 3-(chloromethyl)-5,6-dihydrobenzo[d]thiazolo[3,2-a][1,3]diazepine